C(C)(=O)O[C@H]1[C@H](O[C@H]([C@@H]([C@H]1OC(C)=O)NC(C)=O)OCCCCCCCCCN)COC(C)=O (2R,3R,4R,5R,6R)-5-acetamido-2-(acetoxymethyl)-6-((9-aminononyl)oxy)tetrahydro-2H-pyran-3,4-diyl diacetate